N1C(N)=NC=2N=NCC2C1=O 7-deazaAzaguanine